5-(3-(2,2-difluoroethyl)-2-methyl-3H-imidazo[4,5-b]pyridin-5-yl)-N-(oxetan-3-yl)pyrrolo[2,1-f][1,2,4]triazin-2-amine FC(CN1C(=NC=2C1=NC(=CC2)C=2C=CN1N=C(N=CC12)NC1COC1)C)F